1,1-Bis(chlorophenyl)-2,2,2-trichloroethanol C1=CC(=CC=C1C(C2=CC=C(C=C2)Cl)(C(Cl)(Cl)Cl)O)Cl